ClCC=1N=CN(C1)C1=CC(=CC=C1)F 4-(chloromethyl)-1-(3-fluorophenyl)-1H-imidazole